CNC(COCC(=O)NCCCCCNC(OCC1=CC=CC=C1)=O)=O Benzyl (5-(2-(2-(methylamino)-2-oxoethoxy)acetamido)pentyl)carbamate